methyl (S)-((3-(4-(2,2-dioxido-2-thia-7-azaspiro[3.5]nonan-7-yl)-3-fluorophenyl)-2-oxooxazolidin-5-yl)methyl)carbamate O=S1(CC2(C1)CCN(CC2)C2=C(C=C(C=C2)N2C(O[C@H](C2)CNC(OC)=O)=O)F)=O